FC1=CC=C(C=C1)C1=C(N=C(O1)C1=CC=CC=C1)N1C(N=C2C(=C1)CCCO2)=O 3-(5-(4-fluorophenyl)-2-phenyloxazol-4-yl)-3,5,6,7-tetrahydro-2H-pyrano[2,3-d]pyrimidin-2-one